C12(NNC(CC1)C2)C(=O)OC methyl 2,3-diazabicyclo[2.2.1]heptane-1-carboxylate